ClC1=CC=CC=2C1=C1NC3=CC=CC=C3C1=CC2 1-chloro-11H-benzo[a]-carbazole